C(=O)(O)C1=CC(=C(C=C1)B(O)O)F 4-CARBOXY-2-FLUOROPHENYLBORONIC ACID